1,3-phenylenediammonium C1(=CC(=CC=C1)[NH3+])[NH3+]